N-(6-(2-(((1r,4r)-4-(dimethylamino)cyclohexyl)amino)-8-isopropyl-7-oxo-7,8-dihydropyrido[2,3-d]pyrimidin-6-yl)-2-methylpyridin-3-yl)propane-1-sulfonamide CN(C1CCC(CC1)NC=1N=CC2=C(N1)N(C(C(=C2)C2=CC=C(C(=N2)C)NS(=O)(=O)CCC)=O)C(C)C)C